Cl.CC(C(=O)O)(CN1C(N2C(CNCC2)C1)=S)C 2,2-dimethyl-3-(3-thioxohexahydroimidazo[1,5-a]pyrazin-2(3H)-yl)propanoic acid hydrochloride salt